5-(((tert-butyldimethylsilyl)oxy)methyl)thiazole [Si](C)(C)(C(C)(C)C)OCC1=CN=CS1